N1=C(C=CC=C1)C1=C(C(=O)N)C=CC=C1 2-(2-pyridyl)benzamide